CC(C)C1=C(C=C2C[C@]3(CCCC([C@@H]3CCC2=C1)(C)C)O)O The molecule is a diterpenoid of icetexane type isolated from roots of Salvia lanigera and has been shown to exhibit antibacterial activity. It has a role as a metabolite and an antibacterial agent. It is a diterpenoid, a carbotricyclic compound, a member of phenols and a tertiary alcohol.